(2S)-2-[[(2S)-4-[5-[bis(2-chloroethyl)amino]-1-methyl-benzimidazol-2-yl]-2-(methylamino)butanoyl]amino]-4-methyl-pentanoic acid ClCCN(C1=CC2=C(N(C(=N2)CC[C@@H](C(=O)N[C@H](C(=O)O)CC(C)C)NC)C)C=C1)CCCl